N1=CC=C(C=C1)N1C(=NC=C1)C1=CC=C(OCC2=NC3=CC=CC=C3C=C2)C=C1 2-((4-(1-(pyridin-4-yl)-1H-imidazol-2-yl)phenoxy)methyl)quinoline